C(CCCCCCCCCCCCCCCCCCCCC)C1=CC=CC=C1 docosyl-benzene